C1(CC1)C=1SC=2C(N(C[C@H](C2N1)C)CC(=O)NC1=NC=CC=N1)=O 2-[(7R)-2-Cyclopropyl-7-methyl-4-oxo-6,7-dihydrothiazolo[5,4-c]pyridin-5-yl]-N-pyrimidin-2-yl-acetamide